OC1=C(C(=CC=C1)O)N=NC1=CC=C(C=C1)C(\C=C/C1=CC=C(C=O)C=C1)=O 4-((1z)-3-(4-((2,6-Dihydroxyphenyl)diazenyl)phenyl)-3-oxoprop-1-en-1-yl)benzaldehyde